NCCN1C(C2=CC=CC=3C2=C(C1=O)C=CC3N3CCCCC3)=O 2-(2-aminoethyl)-6-(piperidin-1-yl)-1H-benzo[de]isoquinoline-1,3(2H)-dione